2-[4-[[[6-[(2,4-dimethoxyphenyl)methyl-methyl-amino]-5-fluoro-pyrimidin-4-yl]amino]methyl]phenyl]acetamide COC1=C(C=CC(=C1)OC)CN(C1=C(C(=NC=N1)NCC1=CC=C(C=C1)CC(=O)N)F)C